tert-butyl-2-(methylsulfonamidomethyl)-7,8-dihydro-4H-pyrazolo[1,5-a][1,4]diazepine C(C)(C)(C)C=1C(=NN2C1CN=CCC2)CNS(=O)(=O)C